C(C)(C)(C)OC(C(C1=NC=C(C=C1)C1(OCCO1)C)C1=CC(C(=C(N1CC)C1=CC(=C(C=C1)Cl)Cl)C(=O)O)=O)=O 6-[2-tert-butoxy-1-[5-(2-methyl-1,3-dioxolan-2-yl)-2-pyridyl]-2-oxo-ethyl]-2-(3,4-dichlorophenyl)-1-ethyl-4-oxo-pyridine-3-carboxylic acid